methyl 7-bromo-2-methylpyrazolo[1,5-a]pyridine-5-carboxylate BrC1=CC(=CC=2N1N=C(C2)C)C(=O)OC